NC=1C(=CC2=C(OCCO2)C1)C#N 7-Amino-2,3-dihydrobenzo[b][1,4]dioxin-6-carbonitrile